1-fluoro-propanesulfonate FC(CC)S(=O)(=O)[O-]